CC=1C(=C(C=C(C1)C)O)C=1C=CC=2C(=NC(=CN2)C2CN(CCC2)C)N1 3,5-dimethyl-2-(3-(1-methylpiperidin-3-yl)pyrido[2,3-b]pyrazin-6-yl)phenol